Dimethyl-6-ethyl-5-hydroxy-2-(4-methoxyphenethyl)pyridine-3,4-dicarboxylic acid COC(=O)C1=C(C(=NC(=C1O)CC)CCC1=CC=C(C=C1)OC)C(=O)OC